CN(CCN(C(OC(C)(C)C)=O)CC#C)C tert-butyl N-[2-(dimethylamino) ethyl]-N-prop-2-ynyl-carbamate